C1(CC1)CN(C=1C=C(C=CC1)NC)C=1C=C2N=C(C=NC2=CC1)C=1C=NN(C1)C 3-N-(Cyclopropylmethyl)-l-N-methyl-3-N-[3-(1-methylpyrazol-4-yl)quinoxalin-6-yl]benzene-1,3-diamine